N[C@@]1(CN(CCC1)C([C@@H](CC(=O)OC(C)(C)C)CC=1C=NC=CC1)=O)CC1=CC=C(C=C1)Cl tert-Butyl (R)-4-((R)-3-amino-3-(4-chlorobenzyl)piperidin-1-yl)-4-oxo-3-(pyridin-3-ylmethyl)butanoate